C(C)N(C=1C=CC=2C3(C4=CC=C(C=C4OC2C1)N(CC)CC)N(C(C1=CC=CC=C13)=O)CCNC(=S)N)CC 1-(2-(3',6'-bis(diethylamino)-3-oxospiro[isoindoline-1,9'-xanthen]-2-yl)ethyl)thiourea